3-(6-(hydroxymethyl)bicyclo[2.2.1]heptane-2-yl)propanol OCC1CC2CC(C1C2)CCCO